C1(CCCC1)N(C(=O)OCC1=C(N=NN1C)C1=CC=C(O[C@@H]2C[C@H](CCC2)C(=O)OCC)C=C1)C |r| (rac)-trans-Ethyl 3-(4-(5-(((cyclopentyl(methyl)carbamoyl)oxy)methyl)-1-methyl-1H-1,2,3-triazol-4-yl)phenoxy)cyclohexanecarboxylate